rac-(2R,4S)-4-formyl-2-phenylpiperidine-1-carboxylate C(=O)[C@@H]1C[C@@H](N(CC1)C(=O)[O-])C1=CC=CC=C1 |r|